1-[1,1'-biphenyl]-4-yl-2-methoxyethanone C1(=CC=C(C=C1)C(COC)=O)C1=CC=CC=C1